tin selenite [Se](=O)([O-])[O-].[Sn+4].[Se](=O)([O-])[O-]